3-[5-[4-[[1-[2-(2-Benzyloxy-4,6-dihydroxy-3-methyl-benzoyl)isoindoline-5-carbonyl]-4-piperidyl]methyl]piperazin-1-yl]-1-oxo-isoindolin-2-yl]piperidine-2,6-dione C(C1=CC=CC=C1)OC1=C(C(=O)N2CC3=CC=C(C=C3C2)C(=O)N2CCC(CC2)CN2CCN(CC2)C=2C=C3CN(C(C3=CC2)=O)C2C(NC(CC2)=O)=O)C(=CC(=C1C)O)O